CN1C=C(C2=CC(=CC=C12)C)C=1C2=C(N=C(N1)NC1=CC(=C(C=C1)F)[N+](=O)[O-])N(C=C2)S(=O)(=O)C2=CC=C(C)C=C2 4-(1,5-dimethyl-1H-indol-3-yl)-N-(4-fluoro-3-nitrophenyl)-7-tosyl-7H-pyrrolo[2,3-d]pyrimidin-2-amine